(7R)-2-[4-(3,5-difluorophenoxy)phenyl]-7-[4-(prop-2-enoyl)piperazin-1-yl]-4,5,6,7-tetrahydro-2H-pyrazolo[4,3-b]pyridine-3-carboxamide FC=1C=C(OC2=CC=C(C=C2)N2N=C3C(NCC[C@H]3N3CCN(CC3)C(C=C)=O)=C2C(=O)N)C=C(C1)F